FC(C(=O)O)(F)F.ClC1=CC=C(C(=O)NC2(CC2)C=2C=C3CC(CN(C3=CC2)C2=NC(=NC=C2)C)F)C=C1 4-chloro-N-(1-(3-fluoro-1-(2-methylpyrimidin-4-yl)-1,2,3,4-tetrahydroquinolin-6-yl)cyclopropyl)benzamide, 2,2,2-trifluoroacetate salt